Benzyl ((2S,3R)-3-(tert-butoxy)-1-oxo-1-((4-(((S)-2-oxo-4-(trifluoromethyl)imidazolidin-1-yl)methyl)pyridin-2-yl)amino)butan-2-yl)carbamate C(C)(C)(C)O[C@@H]([C@@H](C(NC1=NC=CC(=C1)CN1C(N[C@@H](C1)C(F)(F)F)=O)=O)NC(OCC1=CC=CC=C1)=O)C